(3-((4-((2-ethyl-4-(6-methylpyridin-2-yl)thiazol-5-yl)oxy)pyridin-2-yl)amino)phenyl)methanesulfonamide C(C)C=1SC(=C(N1)C1=NC(=CC=C1)C)OC1=CC(=NC=C1)NC=1C=C(C=CC1)CS(=O)(=O)N